N-(4-(bicyclo[2.2.1]heptan-2-yloxy)-3,5-difluorophenyl)-2-(3-ethyl-3-methoxyazetidin-1-yl)-5-(2,2,2-trifluoroethyl)oxazole-4-carboxamide C12C(CC(CC1)C2)OC2=C(C=C(C=C2F)NC(=O)C=2N=C(OC2CC(F)(F)F)N2CC(C2)(OC)CC)F